5-(1-(2,2-difluoroethyl)-1H-benzo[d][1,2,3]triazol-6-yl)-N-((3R,4S)-3-fluoro-1-methylpiperidin-4-yl)-4-methoxypyrrolo[2,1-f][1,2,4]triazin-7-d-2-amine FC(CN1N=NC2=C1C=C(C=C2)C=2C=C(N1N=C(N=C(C12)OC)N[C@@H]1[C@@H](CN(CC1)C)F)[2H])F